benzyl (R)-3-amino-3-cyanopropionate hydrochloride Cl.N[C@H](CC(=O)OCC1=CC=CC=C1)C#N